C1OCC12CC(C2)NCC=2C=CC(=NC2OC)C=2C(=C(C=CC2)C2=C(C(=NC=C2)C2=CC(=C(CNC1CC3(COC3)C1)C=C2)OC)Cl)C(F)(F)F N-(4-(4-(3-(5-(((2-oxaspiro[3.3]heptan-6-yl)amino)methyl)-6-methoxypyridin-2-yl)-2-(trifluoromethyl)phenyl)-3-chloropyridin-2-yl)-2-methoxybenzyl)-2-oxaspiro[3.3]heptan-6-amine